C1(=CC=CC=C1)C1(C(C(=CC(=C1C1=CC=CC=C1)C)C)(S(=O)(=O)N)CC=CC1=C(C=CC=C1)C(F)(F)F)C 2,3-diphenyl-1-(3-(trifluoromethylphenyl)allyl)-2,4,6-trimethylbenzenesulfonamide